FC1=C(C(=O)[O-])C=CC(=C1O)O 2-fluoro-3,4-dihydroxybenzoate